NC1=C(C=C(C=N1)NC(C(N1[C@H](CC[C@@H](C1)C)C1=CC2=CN(N=C2C=C1)[C@@H]1CC(N(CC1)C)(C)C)=O)=O)CC |o1:26| N-(6-amino-5-ethyl-3-pyridyl)-2-oxo-2-[(2R,5S)-5-methyl-2-[2-[rel-(4S)-1,2,2-trimethyl-4-piperidyl]indazol-5-yl]-1-piperidyl]acetamide